C1(=CC=CC=C1)N1C(C2=CC=CC=C2C=C1C(F)(F)F)=O 2-phenyl-3-(trifluoromethyl)isoquinolin-1(2H)-one